4-[5-[5-bromo-3-[3-[tert-butyl-(diphenyl)silyl]oxy-2,2-dimethyl-propyl]-6-fluoro-1H-indol-2-yl]-6-[(1S)-1-methoxyethyl]-3-pyridinyl]piperazine-1-carboxylic acid benzyl ester C(C1=CC=CC=C1)OC(=O)N1CCN(CC1)C=1C=NC(=C(C1)C=1NC2=CC(=C(C=C2C1CC(CO[Si](C1=CC=CC=C1)(C1=CC=CC=C1)C(C)(C)C)(C)C)Br)F)[C@H](C)OC